endo-tert-butyl 2-(2-bromo-6-chloropyridin-4-yl)-3-oxa-8-azabicyclo[3.2.1]-octane-8-carboxylate BrC1=NC(=CC(=C1)C1C2CCC(CO1)N2C(=O)OC(C)(C)C)Cl